FC(C=1N=C2N(CCNC2)C1)(F)F 2-Trifluoromethyl-5,6,7,8-tetrahydroimidazo[1,2-a]pyrazine